BrC1CC(C1)C#N 3-bromocyclobutanecarbonitrile